O=C1NC(CCC1N1C(C2=CC=CC(=C2C1)SCCCCN1CCN(CC1)C1=CC=C(C(=O)N2CCC(CC2)CCCCNC(\C=C\C=2C=NC=CC2)=O)C=C1)=O)=O (E)-N-(4-(1-(4-(4-(4-((2-(2,6-dioxopiperidin-3-yl)-1-oxoisoindoline-4-yl)thio)butyl)piperazin-1-yl)benzoyl)piperidin-4-yl)butyl)-3-(pyridin-3-yl)acrylamide